2-{2-ethyl-6-[2-(morpholin-4-yl)-2-oxoethyl]-5,8-dioxo-5,6,7,8-tetrahydro-4H-pyrazolo[1,5-a]pyrrolo[3,4-d]pyrimidin-4-yl}-N-(5-fluoropyridin-2-yl)acetamide C(C)C1=NN2C(N(C3=C(C2=O)CN(C3=O)CC(=O)N3CCOCC3)CC(=O)NC3=NC=C(C=C3)F)=C1